CC1=NNC2=CC=C(C=C12)[N+](=O)[O-] 3-methyl-5-nitro-1H-indazole